bis(m-trifluoromethylphenyl)α,α-dichloropropionamide FC(C=1C=C(C=CC1)C(C(C(=O)N)(Cl)Cl)C1=CC(=CC=C1)C(F)(F)F)(F)F